BrC1=C(CNC(C2=CC(=CC=C2)NC2=NC=C(C=N2)C2=CC(=CC=C2)F)=O)C=CC=C1 N-(2-bromobenzyl)-3-((5-(3-fluorophenyl)pyrimidin-2-yl)amino)benzamide